BrC=1SC2=NC=CC=C2N1 2-bromothiazolo[5,4-b]Pyridine